[Cl-].[Cl-].CC1(C(=C(C(=C1CCC)C)C)C)[Zr+2]C1C(=CC2=CC=CC=C12)CC(C)C (1,2,3,4-tetramethyl-5-n-propylcyclopentadienyl)(2-isobutylindenyl)zirconium dichloride